5-chloro-7-(cyclopropylamino)pyrazolo[1,5-a]Pyrimidine-3-carboxylic acid ClC1=NC=2N(C(=C1)NC1CC1)N=CC2C(=O)O